(2E)-3-(4-methoxyphenyl)-2-[(E)-4-(1-methyl-1H-indazol-6-yl)-1-oxo-2,3-dihydro-1H-isoindole-2-carbonyl]prop-2-enenitrile COC1=CC=C(C=C1)/C=C(\C#N)/C(=O)N1C(C2=CC=CC(=C2C1)C1=CC=C2C=NN(C2=C1)C)=O